COC(C[C@H]1[C@H](CN(CC1)C(=O)C1=CC=C2C(=N1)C(CN2C2=CC(=C(C=C2)Cl)F)(C)C)OC)=O 2-((3R,4S)-1-(1-(4-chloro-3-fluorophenyl)-3,3-dimethyl-2,3-dihydro-1H-pyrrolo[3,2-b]pyridine-5-carbonyl)-3-methoxypiperidin-4-yl)acetic acid methyl ester